4-((4-(trifluoromethoxy)phenylsulfonyl)methyl)pyridine FC(OC1=CC=C(C=C1)S(=O)(=O)CC1=CC=NC=C1)(F)F